N-butylsulfonyl-O-(4-pyridyl)butyl-L-tyrosine C(CCC)S(=O)(=O)N[C@@H](CC1=CC=C(C=C1)OCCCCC1=CC=NC=C1)C(=O)O